C(C)N1N=C(N=N1)COCC1=C(C(=O)NC2=NN=NN2CCC)C=CC(=N1)C(F)(F)F 2-(((2-Ethyl-2H-tetrazol-5-yl)methoxy)methyl)-N-(1-propyl-1H-tetrazol-5-yl)-6-(trifluoromethyl)nicotinamide